((2R,3R,4S,5R)-4-Acetoxy-5-(2-amino-8-oxo-7-(prop-2-yn-1-yl)-7,8-dihydro-9H-purin-9-yl)-3-fluorotetrahydrofuran-2-yl)methyl acetate C(C)(=O)OC[C@H]1O[C@H]([C@@H]([C@@H]1F)OC(C)=O)N1C2=NC(=NC=C2N(C1=O)CC#C)N